C(#N)C=1C(=CC(=NC1)N1N=CC(=C1)C(=O)NCC=1C=NC(=CC1)C1=CC=CC=C1)OC 1-(5-Cyano-4-methoxypyridin-2-yl)-N-((6-phenylpyridin-3-yl)methyl)-1H-pyrazole-4-carboxamide